FC1([C@H](CN(C1)C=1N=NC(=C2C1N=CC=C2)C2=C(C=C(C=C2)C(F)(F)F)O)O)F (S)-4,4-difluoro-1-(5-(2-hydroxy-4-(trifluoromethyl)phenyl)pyrido[2,3-d]pyridazin-8-yl)pyrrolidin-3-ol